COC(CC(C)=O)=O methyl-3-oxobutanoat